1-(3-((5-bromo-2-((2-ethyl-4-(hexahydropyrrolo[1,2-a]pyrazin-2(1H)-yl)phenyl)amino)pyrimidin-4-yl)amino)propyl)pyrrolidin-2-one BrC=1C(=NC(=NC1)NC1=C(C=C(C=C1)N1CC2N(CC1)CCC2)CC)NCCCN2C(CCC2)=O